3-methyl-5-bromoisobenzofuran-1(3H)-one CC1OC(C2=CC=C(C=C12)Br)=O